NC1=C(C=C2C=C(C=NC2=N1)C(=O)N(CC1=NC=C(C=C1)C(F)(F)F)[C@H](C)C1=NC=CC=C1F)C#C (R)-7-amino-6-ethynyl-N-(1-(3-fluoropyridin-2-yl)ethyl)-N-((5-(trifluoromethyl)pyridin-2-yl)methyl)-1,8-naphthyridine-3-carboxamide